C1(CCC1)[C@@H](C)NC(=O)[C@@H]1CN(CC[C@H]1NC(=O)C1=NOC(=C1)C1=C(C=C(C=C1F)F)F)CC1CC1 (3R,4R)-1-cyclopropylmethyl-4-{[5-(2,4,6-trifluoro-phenyl)-isoxazole-3-carbonyl]-amino}-piperidine-3-carboxylic acid ((R)-1-cyclobutyl-ethyl)-amide